tert-butyl ((trans)-4-((3-(((4,6-dimethyl-2-oxo-1,2-dihydro pyridin-3-yl)methyl)carbamoyl)-2-methyl-5-(3-morpholinoprop-1-yn-1-yl) phenyl)(ethyl)amino)cyclohexyl)(methyl)carbamate CC1=C(C(NC(=C1)C)=O)CNC(=O)C=1C(=C(C=C(C1)C#CCN1CCOCC1)N([C@@H]1CC[C@H](CC1)N(C(OC(C)(C)C)=O)C)CC)C